CC(C=COCC=C(C)C)=C prenyl (3-methyl-butadienyl) ether